C(C)OOC(C(CC(C)=O)=NOC)=O 2-Methoxyimino-4-oxo-pentaneperoxoic acid ethyl ester